NCCC1=CC(OC=2C1=CC=1CCCN3CCCC2C13)=O 9-(2-aminoethyl)-2,3,6,7-tetrahydro-1H,5H,11H-[1]-Benzopyrano[6,7,8-ij]quinolizin-11-one